FC=1C=CC(=NC1)N1C[C@H]2N(CC1)C([C@H](C2)CCCC=2C=1N(C=CC2)N=CN1)=O (7S,8aS)-2-(5-fluoropyridin-2-yl)-7-(3-{[1,2,4]triazolo[1,5-a]pyridin-8-yl}propyl)-octahydropyrrolo[1,2-a]pyrazin-6-one